N=1C=CN2C1CC(CC2)N 5,6,7,8-tetrahydroimidazo[1,2-a]pyridin-7-amine